2-diazo-3-oxopentanoate [N+](=[N-])=C(C(=O)[O-])C(CC)=O